C(C(C)C)OC(=S)S isobutyl-xanthic acid